BrC=1C=C(C(=C(C1)OCOCC)I)C 5-Bromo-1-(ethoxymethoxy)-2-iodo-3-methylbenzene